C(C)C1(C([C@H](C=C[C@H]1C)C)(C(=O)[O-])CCC)C(=O)[O-] cis-1-ethyl-2-propyl-3,6-dimethylcyclohex-4-en-1,2-dicarboxylate